CN(C[C@@H](C)OC1=C2C(=NC=NC2=CC(=C1)N1CCOC2(CC2)C1)NC=1C(=C2C=CC=NC2=CC1)F)C (R)-5-((1-(dimethylamino)propan-2-yl)oxy)-N-(5-fluoroquinolin-6-yl)-7-(4-oxa-7-azaspiro[2.5]octan-7-yl)quinazolin-4-amine